3α,6α,7α,12β-tetrahydroxy-5β-cholan-24-oic acid O[C@H]1C[C@H]2[C@H]([C@H]([C@H]3[C@@H]4CC[C@H]([C@@H](CCC(=O)O)C)[C@]4([C@@H](C[C@@H]3[C@]2(CC1)C)O)C)O)O